4,4-Difluorocyclohexanecarboxylic acid (2-bromo-4-methyl-6-propionyl-phenyl) ester BrC1=C(C(=CC(=C1)C)C(CC)=O)OC(=O)C1CCC(CC1)(F)F